pentanoic acid methyl ester trifluoroacetate FC(C(=O)O)(F)F.COC(CCCC)=O